(R)-3-(1-(5-(4-(trifluoromethyl)phenoxy)-2-naphthoylamino)ethyl)azetidine-1-carboxylic acid benzyl ester C(C1=CC=CC=C1)OC(=O)N1CC(C1)[C@@H](C)NC(=O)C1=CC2=CC=CC(=C2C=C1)OC1=CC=C(C=C1)C(F)(F)F